C(C)(C)NC(CN1CCOC2=C1C=CC(=C2)B2OC(C(O2)(C)C)(C)C)=O N-isopropyl-2-[7-(4,4,5,5-tetramethyl-1,3,2-dioxaborolan-2-yl)-2,3-dihydro-1,4-benzoxazin-4-yl]acetamide